4,6,8,10-tetramethyltridecyl octyloxymethyl ether C(CCCCCCC)OCOCCCC(CC(CC(CC(CCC)C)C)C)C